C(=O)(OCC1C2=CC=CC=C2C2=CC=CC=C12)N[C@@H]([C@H](OC(C)(C)C)C)C(=O)O Fmoc-O-tert-butyl-L-threonine